NC1=CC=C2C[C@H]([C@@H](C2=C1)NC1=CC(=CC=C1)C(F)(F)F)O Trans-6-amino-1-((3-(trifluoromethyl)phenyl)amino)-2,3-dihydro-1H-inden-2-ol